3-(dimethylamino)-9-mesityl-1-methoxy-10-methylacridine bromide [Br-].CN(C=1C=C(C=2C(C3=CC=CC=C3N(C2C1)C)C1=C(C=C(C=C1C)C)C)OC)C